3-[5-[1-(2-Fluoro-6-methyl-phenyl)-piperidin-4-yl]-6-oxo-7-(2-trifluoromethylbenzyl)-4,5,6,7-tetrahydro-pyrazolo[3,4-d]pyrimidin-2-yl]-azetidine-1-sulfonic acid dimethylamide CN(S(=O)(=O)N1CC(C1)N1N=C2N(C(N(CC2=C1)C1CCN(CC1)C1=C(C=CC=C1C)F)=O)CC1=C(C=CC=C1)C(F)(F)F)C